tert-butyl (((2'S,3'R,6'R)-6'-hydroxy-2',4',6'-trimethyl-7'-oxo-3'-((tributylsilyl)oxy)-2',3',6',7'-tetrahydrospiro[cyclopropane-1,5'-inden]-2'-yl)methyl)carbamate O[C@@]1(C2(C(=C3[C@H]([C@](C=C3C1=O)(C)CNC(OC(C)(C)C)=O)O[Si](CCCC)(CCCC)CCCC)C)CC2)C